(S)-2-(3-(3-(fluoro(4-methyl-4H-1,2,4-triazol-3-yl)methyl)oxetan-3-yl)phenyl)-6-((3-fluoro-3-(methoxymethyl)azetidin-1-yl)methyl)-4-(trifluoromethyl)isoindolin-1-one F[C@@H](C1(COC1)C=1C=C(C=CC1)N1C(C2=CC(=CC(=C2C1)C(F)(F)F)CN1CC(C1)(COC)F)=O)C1=NN=CN1C